ClC(C1OCCO1)Cl 2-Dichloromethyl-1,3-dioxolane